C(C)OCC1=NC(=CC(=N1)N1CC2(C=3C=NC(=CC31)NC(C)=O)CC2)C N-(1'-(2-(ethoxymethyl)-6-methylpyrimidin-4-yl)-1',2'-dihydrospiro[cyclopropane-1,3'-pyrrolo[3,2-c]pyridin]-6'-yl)acetamide